perfluorophenyl 3-(2,4-dioxotetrahydropyrimidin-1(2H)-yl)-4-ethoxybenzoate O=C1N(CCC(N1)=O)C=1C=C(C(=O)OC2=C(C(=C(C(=C2F)F)F)F)F)C=CC1OCC